(R)-5-chloro-3-((S,1E,3E)-3,5-dimethylhepta-1,3-dien-1-yl)-7-methyl-6,8-dioxo-2-(4-phenoxyphenyl)-2,6,7,8-tetrahydroisoquinolin-7-yl acetate C(C)(=O)O[C@]1(C(C(=C2C=C(N(C=C2C1=O)C1=CC=C(C=C1)OC1=CC=CC=C1)\C=C\C(=C\[C@H](CC)C)\C)Cl)=O)C